COC=1C(=CC(=C(C1)N1CCC2(CCN(CC2)CC2CCN(CC2)C(=O)OC(C)(C)C)CC1)C=1C=NN(C1)C)[N+](=O)[O-] tert-butyl 4-((9-(5-methoxy-2-(1-methyl-1H-pyrazol-4-yl)-4-nitrophenyl)-3,9-diazaspiro[5.5]undecan-3-yl)methyl)piperidine-1-carboxylate